2-(2-(4-cyclopropyl-6-methoxypyrimidin-5-yl)-4-(((4-(1-isopropyl-4-(trifluoro-methyl)-1H-imidazol-2-yl)cuban-1-yl)methyl)amino)-7,8-dihydropyrido[4,3-d]pyrimidin-6(5H)-yl)acetonitrile C1(CC1)C1=NC=NC(=C1C=1N=C(C2=C(N1)CCN(C2)CC#N)NCC21C3C4C5(C3C2C5C14)C=1N(C=C(N1)C(F)(F)F)C(C)C)OC